ClC=1C(=NC(=NC1)NC1CCOCC1)C=1C=C2C(N(C(C2=CC1)CC(=O)O)CC(=O)N[C@H](C)C1=CC(=CC=C1)OC)=O 2-(5-(5-chloro-2-((oxan-4-yl)amino)pyrimidin-4-yl)-2-(2-(((R)-1-(3-methoxyphenyl)ethyl)amino)-2-oxoethyl)-3-oxoisoindolin-1-yl)acetic acid